C(#N)C1=CC(=C(COOC=2C(=NC=CC2)C2=CC=CC=C2CS2C(=CC3=C2N=CN3CC3OCC3)C(=O)O)C=C1)F 4-(6-((4-cyano-2-fluorobenzyloxy)oxypyridin-2-yl)benzyl)-1-(oxetan-2-ylmethyl)-1H-thieno[2,3-d]imidazole-5-carboxylic acid